C1(=CC=CC=2C3=CC=CC=C3NC12)C1=C(C=CC=C1)C1=CC=CC=2C3=CC=CC=C3C3=CC=CC=C3C12 [(carbazolyl)phenyl]triphenylene